[N+](=[N-])=C(C1=C(C2=C(N=CN2C)C(=C1)C1=CC=C(C=C1)OC(F)(F)F)N1C=NC=C1)N=[N+]=[N-] diazo-[[4-imidazol-1-yl-3-methyl-7-[4-(trifluoromethoxy)phenyl]benzimidazol-5-yl]methyl] azide